aluminium format C(=O)[O-].[Al+3].C(=O)[O-].C(=O)[O-]